FC1=C(C=CC=C1F)C=1C2=C(C(=NC1)OC)N=C(S2)NC(=O)N2CC1(CC2)CCOCC1 8-Oxa-2-aza-spiro[4.5]decane-2-carboxylic acid [7-(2,3-difluoro-phenyl)-4-methoxy-thiazolo[4,5-c]pyridin-2-yl]-amide